(S)-2-((N-ethylsulfamoyl)amino)-N-(1-(6-ethynyl-1-methyl-5-oxo-4-phenyl-1,2,4,5-tetrahydropyrrolo[4,3,2-de]isoquinolin-3-yl)ethyl)pyrazolo[1,5-a]pyrimidine-3-carboxamide C(C)NS(=O)(=O)NC1=NN2C(N=CC=C2)=C1C(=O)N[C@@H](C)C=1N(C(C=2C(=CC=C3C2C1CN3C)C#C)=O)C3=CC=CC=C3